[K].C(CCCCCCCO)O 1,8-octanediol potassium